3-(3-fluoro-4-(4-cyclohexylpiperazinyl)phenyl)-1H-1,2,4-triazole-3,5-diamine FC=1C=C(C=CC1N1CCN(CC1)C1CCCCC1)C1(NNC(=N1)N)N